C(C)[C@]1(C(OCC=2C(N3CC=4C(=NC=5C=C(C(=C6C5C4[C@H](CC6)NC(OCC6=CC(=CC=C6)OC)=O)C)F)C3=CC21)=O)=O)O 3-methoxybenzyl ((1S,9S)-9-ethyl-5-fluoro-9-hydroxy-4-methyl-10,13-dioxo-2,3,9,10,13,15-hexahydro-1H,12H-benzo[de]pyrano[3',4':6,7]indolizino[1,2-b]quinolin-1-yl)carbamate